CC(=O)N([2H])[2H] methyl-formamide-N,N-d